C(C)(=O)O.C(C)(=O)O.C(CCC)P(C(C)(C)C)C(C)(C)C n-butyldi-tert-butylphosphine diacetate